C(C1=CC=CC=C1)N1CCC(CC1)(C=1C=NC(=CC1)Cl)NS(=O)(=O)C1=CC=C(C=C1)OC(F)(F)F N-[1-benzyl-4-(6-chloro-3-pyridinyl)-4-piperidinyl]-4-(trifluoromethoxy)benzenesulfonamide